(9S)-7-[4-(2-azaspiro[4.4]nonan-8-yloxy)phenyl]-4,5,9,13-tetramethyl-3-thia-1,8,11,12-tetrazatricyclo[8.3.0.02,6]trideca-2(6),4,7,10,12-pentaene C1NCCC12CCC(C2)OC2=CC=C(C=C2)C=2C=1C(=C(SC1N1C(=NN=C1[C@@H](N2)C)C)C)C